C[N+](CCCCCCCCCCCCCCCC)(CCCC(C=C)=C)C N,N-dimethyl-N-(4-methylenehex-5-en-1-yl)hexadecan-1-aminium